tert-Butyl N-{[4-(hydroxymethyl)phenyl]methyl}-N-methylcarbamate OCC1=CC=C(C=C1)CN(C(OC(C)(C)C)=O)C